(6RS,7SR)-2,2,7,9-tetramethylspiro[5.5]undec-8-en-1-one CC1(C([C@@]2(CCC1)[C@H](C=C(CC2)C)C)=O)C |r|